(S)-3-(((benzyloxy)carbonyl)amino)pyrrolidine-3-carboxylic acid benzyl ester C(C1=CC=CC=C1)OC(=O)[C@]1(CNCC1)NC(=O)OCC1=CC=CC=C1